C(C1=CC=CC=C1)OC[C@H](C(=O)[O-])O (2R)-3-(benzyloxy)-2-hydroxypropionate